4-(Cyclohexyloxy)-N-(2-methoxy-4-morpholinophenyl)-3-(1-methyl-1H-pyrazol-4-yl)-1H-pyrazolo[3,4-d]pyrimidin-6-amine C1(CCCCC1)OC1=C2C(=NC(=N1)NC1=C(C=C(C=C1)N1CCOCC1)OC)NN=C2C=2C=NN(C2)C